OC1=C(OC2=CC(=C(C(=C2C1=O)O)O)O)C1=CC(=C(C=C1)O)O 3,3',4',5,6,7-hexahydroxyflavone